(S)-8-(4-tert-butyl-1-(p-trifluoromethylphenyl)-4,5-dihydro-1H-imidazol-2-yl)quinoline C(C)(C)(C)[C@@H]1N=C(N(C1)C1=CC=C(C=C1)C(F)(F)F)C=1C=CC=C2C=CC=NC12